O=C1N(C(C2=CC=CC=C12)=O)O[C@H]1O[C@H]([C@H]([C@H]([C@H]1C(C(=O)[O-])(C)C)C(C(=O)[O-])(C)C)C(C(=O)[O-])(C)C)C |&1:12| (2RS,3S,4R,5R,6S)-2-((1,3-dioxoisoindolin-2-yl) oxy)-6-methyltetrahydro-2H-pyran-3,4,5-triyltri(2-methylpropanoate)